C(C1=CC=CC=C1)N(CCC(=O)O)C=1SC(=C(N1)C1=CC=C(C=C1)S(=O)(=O)C)CC(C)C 3-(benzyl-(5-isobutyl-4-(4-(methylsulfonyl)phenyl)thiazol-2-yl)amino)propanoic acid